1-(4-Methyl-3-nitrophenyl)-9-morpholinobenzo[h][1,6]naphthyridin-2(1H)-one CC1=C(C=C(C=C1)N1C(C=CC2=CN=C3C(=C12)C=C(C=C3)N3CCOCC3)=O)[N+](=O)[O-]